tert-Butyl 2-(2-chloro-6-methylpyridin-3-yl)acetate ClC1=NC(=CC=C1CC(=O)OC(C)(C)C)C